3-[(1R)-1-(4-chloro-2-methylsulfanyl-6,7-dihydropyrimido[5,4-b][1,4]oxazin-8-yl)ethyl]-N,N-bis[(4-methoxyphenyl)methyl]pyridin-2-amine ClC1=NC(=NC2=C1OCCN2[C@H](C)C=2C(=NC=CC2)N(CC2=CC=C(C=C2)OC)CC2=CC=C(C=C2)OC)SC